ethyl (S)-5-(5-methyl-4-oxo-3-(2-oxo-2-(phenethylamino)acetamido)-2,3,4,5-tetrahydrobenzo[b][1,4]oxazepin-7-yl)pent-4-ynoate CN1C2=C(OC[C@@H](C1=O)NC(C(NCCC1=CC=CC=C1)=O)=O)C=CC(=C2)C#CCCC(=O)OCC